FC=1C=C2C(=CNC2=C(C1)F)CCN(C1CCC1)C N-(2-(5,7-difluoro-1H-indol-3-yl)ethyl)-N-methylcyclobutanamine